FC1=C(C2=C(C(=C(C(=C2C(=C1F)F)F)F)F)F)[B-](C1=C(C(=C(C2=C(C(=C(C(=C12)F)F)F)F)F)F)F)(C1=C(C(=C(C2=C(C(=C(C(=C12)F)F)F)F)F)F)F)C1=C(C(=C(C2=C(C(=C(C(=C12)F)F)F)F)F)F)F.C(CCCCCCCCCCCCCCCCC)[NH+](C)CCCCCCCCCCCCCCCCCC dioctadecyl-methylammonium tetrakis(perfluoronaphthyl)borate